1-(3-fluoro-2-methylbenzyl)piperidin FC=1C(=C(CN2CCCCC2)C=CC1)C